4-(4-(difluoromethoxy)phenyl)-7-fluoro-2-(2-methyl-2H-indazol-5-yl)pyrido[3,2-c]pyridazin-3,6(2H,5H)-dione FC(OC1=CC=C(C=C1)C1=C2C(=NN(C1=O)C1=CC3=CN(N=C3C=C1)C)C=C(C(N2)=O)F)F